(3-Chloro-5-((R)-1-((R)-1-(4-methoxyphenyl)ethylamino)-8-azaspiro[4.5]decan-8-yl)pyrazin-2-yl)(2-(4-methoxybenzylamino)-3-methylpyridin-4-yl)methanone ClC=1C(=NC=C(N1)N1CCC2(CCC[C@H]2N[C@H](C)C2=CC=C(C=C2)OC)CC1)C(=O)C1=C(C(=NC=C1)NCC1=CC=C(C=C1)OC)C